C(C)(C)(C)OC(CC(C)(O)C=1C(=NC=CC1N)Cl)=O.C(#N)CC(=O)NC=1SC(=NN1)C1=C(C=CC=C1)OC 2-cyano-N-(5-(2-methoxyphenyl)-1,3,4-thiadiazole-2-yl)acetamide tert-butyl-3-(4-amino-2-chloropyridin-3-yl)-3-hydroxybutanoate